10-aminon-decanol NCCCCCCCCCCO